7-Hydroxy-3-(2-phenyl-thiazol-4-yl)-chromen-2-one OC1=CC=C2C=C(C(OC2=C1)=O)C=1N=C(SC1)C1=CC=CC=C1